6-ethyl-4-oxo-1,4-dihydroquinoline-3-carboxylic acid C(C)C=1C=C2C(C(=CNC2=CC1)C(=O)O)=O